(5-iodo-4-methoxy-2-(trifluoromethyl)phenyl)(methyl)sulfane IC=1C(=CC(=C(C1)SC)C(F)(F)F)OC